ClC1=NC=C(C(=N1)C1=CN(C2=C(C=CC=C12)OC)C)C(F)(F)F 3-(2-chloro-5-(trifluoromethyl)pyrimidin-4-yl)-7-methoxy-1-methyl-1H-indole